N1C=C(C2=CC=CC=C12)CCNC(C=C)=O N-(2-(1H-indol-3-yl)ethyl)acrylamide